3,3,4,4-Tetramethyl-2-(3-(pyridin-2-yloxy)phenyl)-3,4-dihydrodibenzo[b,ij]imidazo[2,1,5-de]quinolizin-11-oxyplatinum(II) CC1(C=2N3C(C4=C(C=5C3=C(C1(C)C)C=CC5)C=CC=C4O[Pt+])=NC2C2=CC(=CC=C2)OC2=NC=CC=C2)C